C(C)(C)(C)OC(=O)N1CCC(CC1)N1N=C2C=C(C(=CC2=C1)NC(=O)C=1C=NN2C1N=CC=C2)OCC2CC2.O2C(COCC2)C=2C(=NC=CC2)C(=O)O.C2(CC2)C(=O)N (cyclopropanecarboxamide) 3-(1,4-dioxan-2-yl)picolinate tert-butyl-4-(6-(cyclopropylmethoxy)-5-(pyrazolo[1,5-a]pyrimidine-3-carboxamido)-2H-indazol-2-yl)piperidine-1-carboxylate